2-(isoindolin-2-ylmethyl)-5-(((1r,5s)-8-(methylsulfonyl)-8-azabicyclo[3.2.1]oct-3-yl)methoxy)-4H-pyran-4-one C1N(CC2=CC=CC=C12)CC=1OC=C(C(C1)=O)OCC1C[C@H]2CC[C@@H](C1)N2S(=O)(=O)C